N-[3-(5-chloro-1H-pyrrolo[2,3-b]pyridine-3-carbonyl)-2,4-difluorophenyl]-1-propanesulfonamide ClC=1C=C2C(=NC1)NC=C2C(=O)C=2C(=C(C=CC2F)NS(=O)(=O)CCC)F